C(C)(C)C1=C(NC2=CC=C(C=C12)C1CC2C(CNC2)C1)C=1C=C(C=2N(C1)N=CN2)OC 6-(3-isopropyl-5-(octahydrocyclopenta[c]pyrrol-5-yl)-1H-indol-2-yl)-8-methoxy-[1,2,4]triazolo[1,5-a]pyridine